N-(2,6-dioxopiperidin-3-yl)-2-fluoro-4-iodobenzamide O=C1NC(CCC1NC(C1=C(C=C(C=C1)I)F)=O)=O